2-cyanomethyl-phenylboronic acid C(#N)CC1=C(C=CC=C1)B(O)O